(±)-cis-tert-butyl-2,5-dimethyl-4-oxopiperidine-1-carboxylate C(C)(C)(C)OC(=O)N1[C@H](CC([C@H](C1)C)=O)C |r|